COC(CCC1=CC=CC(=N1)N1C(=CC2=CC=C(C=C12)OC(F)(F)F)C(=O)O)=O 1-(6-(3-methoxy-3-oxopropyl)pyridin-2-yl)-6-(trifluoromethoxy)-1H-indole-2-carboxylic acid